Cl.NC1=C(C=NC=C1)C(CC)=O 1-(4-aminopyridin-3-yl)propan-1-one hydrochloride